N-((3-chloro-5-((2-oxo-1,2-dihydroquinolin-3-yl)methyl)pyridin-2-yl)methyl)acetamide ClC=1C(=NC=C(C1)CC=1C(NC2=CC=CC=C2C1)=O)CNC(C)=O